BrC1=CC=C2C(=CC(=NC2=C1)C1=CC=C(C=C1)NC(C)=O)C=O N-(4-(7-bromo-4-formylquinolin-2-yl)phenyl)acetamide